5-cyclobutyl-N-[5-(2,2-difluoroethoxy)-4,6-dimethoxy-pyrimidin-2-yl]-1H-pyrrole-3-sulfonamide C1(CCC1)C1=CC(=CN1)S(=O)(=O)NC1=NC(=C(C(=N1)OC)OCC(F)F)OC